R-(-)-3-cyano-2-hydroxypropyl-trimethylamine chloride [Cl-].C(#N)C[C@@H](CCN(C)C)O